2-(2,6-dioxopiperidin-3-yl)-4-(((1s,4s)-4-(methylamino)cyclohexyl)amino)isoindoline-1,3-dione O=C1NC(CCC1N1C(C2=CC=CC(=C2C1=O)NC1CCC(CC1)NC)=O)=O